COC1=CC=C(C=C1)C(OC[C@]1(CN(C[C@@H](O1)N1C(NC(C(=C1)C)=O)=O)C(C)C)COC(CCC(=O)O)=O)(C1=CC=CC=C1)C1=CC=C(C=C1)OC 4-[[(2R,6R)-2-[[bis(4-methoxyphenyl)-phenyl-methoxy]methyl]-4-isopropyl-6-(5-methyl-2,4-dioxo-pyrimidin-1-yl)morpholin-2-yl]methoxy]-4-oxo-butanoic acid